5-[2-(2-hydroxyacetyl)-2,7-diazaspiro[3.5]nonan-7-yl]-5-[4-[4-(trifluoromethoxy)phenoxy]phenyl]hexahydropyrimidine-2,4,6-trione OCC(=O)N1CC2(C1)CCN(CC2)C2(C(NC(NC2=O)=O)=O)C2=CC=C(C=C2)OC2=CC=C(C=C2)OC(F)(F)F